tetraundecoyl-glycero-3-phosphorylcholine C(CCCCCCCCCC)(=O)C(C(OP(OCC(CO)O)(=O)O)(C(CCCCCCCCCC)=O)C(CCCCCCCCCC)=O)([N+](C)(C)C)C(CCCCCCCCCC)=O